2-[6-amino-5-[(1S,5R)-8-[2-fluoro-3-(2-piperazin-1-ylethoxy)phenyl]-3,8-diazabicyclo[3.2.1]octan-3-yl]pyridazin-3-yl]phenol NC1=C(C=C(N=N1)C1=C(C=CC=C1)O)N1C[C@@H]2CC[C@H](C1)N2C2=C(C(=CC=C2)OCCN2CCNCC2)F